6-(5-(1-(2-hydroxy-2-methylpropyl)piperidin-4-yl)-3-isopropyl-1H-indol-2-yl)-2,4-dimethylpyridazin-3(2H)-one OC(CN1CCC(CC1)C=1C=C2C(=C(NC2=CC1)C=1C=C(C(N(N1)C)=O)C)C(C)C)(C)C